N-(5-(5-acetamido-1H-pyrazol-1-yl)-1,3,4-thiadiazol-2-yl)-4-(2-cyano-6-(methoxymethyl)phenyl)-3-(2-methoxyethoxy)-2-oxo-2H-pyran-6-carboxamide C(C)(=O)NC1=CC=NN1C1=NN=C(S1)NC(=O)C1=CC(=C(C(O1)=O)OCCOC)C1=C(C=CC=C1COC)C#N